1-ethyl-3-methylimidazole ethyl-sulfate salt C(C)OS(=O)(=O)O.C(C)N1CN(C=C1)C